sodium lauroyl methyl-propanesulfonate CC(CC)S(=O)(=O)OC(CCCCCCCCCCC)=O.[Na]